N-(3-(4-(3-Amino-1H-indazol-5-yl)-1H-pyrrolo[2,3-b]pyridin-2-yl)phenyl)-4-methylbenzensulfonamide NC1=NNC2=CC=C(C=C12)C1=C2C(=NC=C1)NC(=C2)C=2C=C(C=CC2)NS(=O)(=O)C2=CC=C(C=C2)C